N-(3-(6,8-dioxo-2,7-diazaspiro[4.5]decane-2-carbonyl)phenyl)octanamide sodium methyl-butenesulfonate COS(=O)(=O)C=CCC.[Na].O=C1C2(CCN(C2)C(=O)C=2C=C(C=CC2)NC(CCCCCCC)=O)CCC(N1)=O